(S)-1-(5-(2,4-difluorophenyl)isochroman-1-yl)-N-methyl-methanamine hydrochloride Cl.FC1=C(C=CC(=C1)F)C1=C2CCO[C@@H](C2=CC=C1)CNC